(R)-3-hydroxy-3-(2-chlorophenyl)-propanal O[C@H](CC=O)C1=C(C=CC=C1)Cl